C(C)(C)(C)OC(=O)N1[C@@H](C[C@H](C1)C(F)(F)F)C(=O)O (2S,4R)-1-(tert-butoxycarbonyl)-4-(trifluoromethyl)pyrrolidine-2-carboxylic acid